C12(CC3CC(CC(C1)C3)C2)P(C2=C(C=CC=C2)N2CCOCC2)C23CC1CC(CC(C2)C1)C3 N-[2-(di-1-adamantylphosphino)phenyl]morpholin